N7-(2H3)methyl-N7-[2-{4-[4-({2-[(2H3)methyloxy](2H4)ethyl}oxy)phenyl](2H8)piperazin-1-yl}(2H4)ethyl]-2-(1,3-oxazol-2-yl)[1,2,4]triazolo[1,5-c]pyrimidine-5,7-diamine dihydrochloride Cl.Cl.C(N(C1=CC=2N(C(=N1)N)N=C(N2)C=2OC=CN2)C(C(N2C(C(N(C(C2([2H])[2H])([2H])[2H])C2=CC=C(C=C2)OC(C(OC([2H])([2H])[2H])([2H])[2H])([2H])[2H])([2H])[2H])([2H])[2H])([2H])[2H])([2H])[2H])([2H])([2H])[2H]